2-(2-(3-(3-bromophenyl)oxetan-3-yl)acetyl)-N-methylhydrazine-1-thiocarboxamide BrC=1C=C(C=CC1)C1(COC1)CC(=O)NNC(NC)=S